N-[6-(2,4-dimethyl-pyrazol-3-yl)pyridazin-3-yl]-2-(2,3,3-trimethyl-butyl)-3,3a,4,5,6,6a-hexahydro-1H-cyclopenta[c]pyrrole-5-carboxamide CN1N=CC(=C1C1=CC=C(N=N1)NC(=O)C1CC2C(CN(C2)CC(C(C)(C)C)C)C1)C